tert-butyl (S)-2-(hydroxymethyl)-4-(o-tolyl)-2,5-dihydro-1H-pyrrole-1-carboxylate OC[C@H]1N(CC(=C1)C1=C(C=CC=C1)C)C(=O)OC(C)(C)C